N1(C=CC2=CC=CC=C12)CC(=O)ON=CC1=CC(=CC=C1)C 3-methylbenzaldehyde O-(2-(1H-indol-1-yl)acetyl) oxime